FC1=CC(=C2C=NNC2=C1N1S(NC(C1)=O)(=O)=O)CNC1=CC(=C(C=N1)C#N)C 6-[[6-fluoro-7-(1,1,4-trioxo-1,2,5-thiadiazolidin-2-yl)-1H-indazol-4-yl]methylamino]-4-methyl-pyridine-3-carbonitrile